P(O)(=O)(OP(=O)(O)OP(=O)(O)O)OC[C@@H]1[C@H]([C@H]([C@@H](O1)N1C(=O)N=C(NC(CCCCCCC)=O)C=C1)O)O N4-octanoylcytidine triphosphate